OC1=CC(=CC2=C1C(CC(O2)C2=CC=C(C=C2)O)=O)O 5,7-dihydroxy-2-(4-hydroxyphenyl)-2,3-dihydrobenzopyran-4-one